diethyl-5-ethylpyridine-2,3-dicarboxylic acid C(C)C1=C(C(=C(C(=N1)C(=O)O)C(=O)O)CC)CC